C1=CC(=CC(=C1)O)CC(=O)[O-] The molecule is a hydroxy monocarboxylic acid anion that is the conjugate base of 3-hydroxyphenylacetic acid; major species at pH 7.3. It has a role as a human xenobiotic metabolite. It is a conjugate base of a 3-hydroxyphenylacetic acid.